(3S,4S)-3-[(4-methanesulfonylphenoxy)methyl]-4-methyl-1-{2-[3-(pentafluoro-λ6-sulfanyl)phenyl]ethyl}pyrrolidine CS(=O)(=O)C1=CC=C(OC[C@@H]2CN(C[C@H]2C)CCC2=CC(=CC=C2)S(F)(F)(F)(F)F)C=C1